(2S)-2-amino-3-(7-chloro-5-fluoro-1,3-benzoxazol-2-yl)-N-(1-cyanocyclopropyl)propionamide N[C@H](C(=O)NC1(CC1)C#N)CC=1OC2=C(N1)C=C(C=C2Cl)F